C(C1=CC(OC)=C(O)C=C1)(=O)[O-].[Zn+2].O1N=C(C=N1)C1=[N+](ON=C1)[O-].C(C1=CC(OC)=C(O)C=C1)(=O)[O-] furazanyl-furoxan zinc vanillate